C(OC(C)Cl)(OC(C)C)=O 1-chloroethyl isopropyl carbonate